C1(=CC=CC=C1)C1=NC(=NC(=N1)C1=CC=CC=C1)C1=C(C=C(C=C1)OCCCCC)O 2,4-Diphenyl-6-(2-hydroxy-4-pentoxyphenyl)-1,3,5-triazine